(6-(4-(3H-imidazo[4,5-b]pyridin-7-yl)-1H-pyrazol-1-yl)pyridin-3-yl)acrylamide N1=CNC2=NC=CC(=C21)C=2C=NN(C2)C2=CC=C(C=N2)C(C(=O)N)=C